COC(CCS(=O)(=O)C1=CC(=C(C=C1)NC1CCCCC1)N1NC=CN1)=O 3-((4-(cyclohexylamino)-3-(1H-1,2,3-triazol-2-yl)phenyl)sulfonyl)propanoic acid methyl ester